C(C)C1=NSC(=N1)C=1C=CC(=C(C1)NCC(=O)N1CCC2=C(C=CC=C12)N1CC(C1)O)F 2-((5-(3-ethyl-1,2,4-thiadiazol-5-yl)-2-fluorophenyl)amino)-1-(4-(3-hydroxyazetidin-1-yl)indolin-1-yl)ethan-1-one